methyl (1R,2S,5S)-3-[(2S)-2-(tert-butoxycarbonylamino)-3-(dimethylamino)propanoyl]-6,6-dimethyl-3-azabicyclo[3.1.0]hexane-2-carboxylate C(C)(C)(C)OC(=O)N[C@H](C(=O)N1[C@@H]([C@H]2C([C@H]2C1)(C)C)C(=O)OC)CN(C)C